2-(N-(5-chloro-2-fluorophenyl)phenylsulfonamido)-N-(pyridin-4-ylmethyl)acetamide ClC=1C=CC(=C(C1)N(S(=O)(=O)C1=CC=CC=C1)CC(=O)NCC1=CC=NC=C1)F